(R)-3-(phenylmethylamino)-2-((tert-butoxycarbonyl)amino)propanoic acid C1(=CC=CC=C1)CNC[C@H](C(=O)O)NC(=O)OC(C)(C)C